N-[2-[3-[(4R)-2-Oxooxazolidin-4-yl]propanoyl]-2-azaspiro[3.5]nonan-7-yl]-3-(trifluoromethoxy)benzenesulfonamide O=C1OC[C@H](N1)CCC(=O)N1CC2(C1)CCC(CC2)NS(=O)(=O)C2=CC(=CC=C2)OC(F)(F)F